N-[1-(6-methyl-2-pyridinyl)ethylideneamino]-1-piperidinecarbothioamide CC1=CC=CC(=N1)C(C)=NNC(=S)N1CCCCC1